4-fluoro-1H-pyrrolo[2,3-b]pyridin-5-ol FC1=C2C(=NC=C1O)NC=C2